NC1=NC=NN2C1=NC=C2C=2C=C(C=CC2C)S(=O)(=O)NC21CCC(CC2)(CC1)C#N 3-(4-aminoimidazo[2,1-f][1,2,4]triazin-7-yl)-N-(4-cyanobicyclo[2.2.2]octan-1-yl)-4-methylbenzenesulfonamide